FC(C(=O)N[C@@H]1[C@@H](N[C@@H](C1)C(F)(F)F)COC1CC2CC2(CC1)C1=NC=C(C=N1)F)(F)F 2,2,2-trifluoro-N-((2R,3S,5S)-2-(((6-(5-fluoropyrimidin-2-yl)bicyclo[4.1.0]heptan-3-yl)oxy)methyl)-5-(trifluoromethyl)pyrrolidin-3-yl)acetamide